FC1=CC=C2CC(C(OC2=C1)=O)C(C)C 7-fluoro-3-isopropyl-chromanone